O1C(=CC=C1)N1N=C(N=N1)C(=O)O.[C].[Pd].[Ag] silver-palladium carbon 2-(2-furyl)tetrazole-5-carboxylic acid